O1[C@H](COCC1)CN1N=C2C3=C(CCC2=C1)OC(=C3C(F)(F)F)C(=O)NCC=3N=COC3 2-[(2S)-1,4-Dioxan-2-ylmethyl]-N-(1,3-oxazol-4-ylmethyl)-8-(trifluoromethyl)-4,5-dihydro-2H-furo[2,3-g]indazol-7-carboxamide